2-{6-azaspiro[2.5]oct-6-yl}-N-[8-(4,4-difluoropiperidin-1-yl)-2-hydroxy-1,7-naphthyridin-6-yl]-4-(2-hydroxyeth-anesulfonylamino)benzamide C1CC12CCN(CC2)C2=C(C(=O)NC=1C=C3C=CC(=NC3=C(N1)N1CCC(CC1)(F)F)O)C=CC(=C2)NS(=O)(=O)CCO